FC1(CN(C1)C(=O)OC(C)(C)C)C=O tert-butyl 3-fluoro-3-formylazetidine-1-carboxylate